FC1=CC(=C(OCC[C@@H](C)NC(OCC2=CC=CC=C2)=O)C=C1)CN(C)C=1C=CC=2N=CN=C(C2N1)O (R)-benzyl (4-(4-fluoro-2-(((4-hydroxypyrido[3,2-d]pyrimidin-6-yl)(methyl)amino) methyl)phenoxy)butan-2-yl)carbamate